[SiH3]N(C(C)(C)C)[SiH3] Disilyl-tert-butylamine